(E)-2-methoxy-4-{2-[(3,4,5-trimethoxyphenyl)methanesulfonyl]vinyl}phenol COC1=C(C=CC(=C1)\C=C\S(=O)(=O)CC1=CC(=C(C(=C1)OC)OC)OC)O